5-(difluoromethyl)-N-methoxy-N,1-dimethyl-1H-pyrazole-3-carboxamide FC(C1=CC(=NN1C)C(=O)N(C)OC)F